Butyl-methoxyethyl-pyrrolidine C(CCC)C1N(CCC1)CCOC